(3-methyl-isoxazol-4-yl)-methanone CC1=NOC=C1C=O